ClC1=NC=C(C(=O)NC2=CC=C(C=C2)[C@H]2CNCCO2)C=C1 (S)-6-Chloro-N-(4-(morpholin-2-yl)phenyl)nicotinamide